(3-(5-(4-Fluorophenyl)thiophen-2-yl)oxetan-3-yl)(4-methylpiperazin-1-yl)methanon FC1=CC=C(C=C1)C1=CC=C(S1)C1(COC1)C(=O)N1CCN(CC1)C